4-amino-7-fluoro-8-(4-methoxypyrimidin-5-yl)-3-(propylcarbamoyl)isoquinoline 2-oxide NC1=C([N+](=CC2=C(C(=CC=C12)F)C=1C(=NC=NC1)OC)[O-])C(NCCC)=O